5-(8-(2-fluorophenyl)-6-azaspiro[3.4]octane-6-carbonyl)-2-methyl-2,4-dihydro-3H-1,2,4-triazol-3-one FC1=C(C=CC=C1)C1CN(CC12CCC2)C(=O)C=2NC(N(N2)C)=O